FC1=CC(=C(OC2=C(C=NC(=C2)C(F)(F)F)C(=O)NC=2C=[N+](C=CC2)[O-])C=C1)OC 4-(4-fluoro-2-methoxy-phenoxy)-N-(1-oxidopyridin-1-ium-3-yl)-6-(trifluoromethyl)pyridine-3-carboxamide